BrC=1C=2C(N=C3N(C2C=CC1)C1=CC(=CC=C1C3(C)C)C3CCN(CC3)C3COC1(C3)CCN(CC1)C1=CC(=C(C(=C1)F)N1C(CCCC1=O)=O)F)=O (4-(3-(4-(4-bromo-7,7-dimethyl-5-oxo-5,7-dihydroindolo[1,2-a]quinazolin-10-yl)piperidin-1-yl)-1-oxa-8-azaspiro[4.5]decan-8-yl)-2,6-difluorophenyl)piperidine-2,6-dione